COC=1C=C2C(=NC=NC2=CC1OC)OC1=C(C=C(C=C1)NC(=O)C=1C(N(C(=CC1)C1CC1)C=1C=NC(=CC1C)OC)=O)F N-[4-(6,7-dimethoxy-4-quinazolinyloxy)-3-fluorophenyl]-6-cyclopropyl-6'-methoxy-4'-methyl-2-oxo-1,2-dihydro[1,3'-bipyridyl]-3-carboxamide